N-(6-methoxypyridin-3-yl)-3-methylpyridine-2-sulfonamide COC1=CC=C(C=N1)NS(=O)(=O)C1=NC=CC=C1C